7-(5-(bis(4-methoxybenzyl)amino)-2-(trifluoromethyl) phenyl)-2-(methylthio)-7,8-dihydro-5H-pyrano[4,3-d]pyrimidin-4-yl trifluoromethanesulfonate FC(S(=O)(=O)OC=1C2=C(N=C(N1)SC)CC(OC2)C2=C(C=CC(=C2)N(CC2=CC=C(C=C2)OC)CC2=CC=C(C=C2)OC)C(F)(F)F)(F)F